methyl-2-(4-(6-((4-chloro-2-fluorobenzyl)oxy)pyridin-2-yl)-3-fluorophenyl)acetic acid CC(C(=O)O)C1=CC(=C(C=C1)C1=NC(=CC=C1)OCC1=C(C=C(C=C1)Cl)F)F